C(=O)O.C1(CC1)N1CC(CCC1)NC(C)=O N-(1-cyclopropylpiperidin-3-yl)acetamide formate